iron 2-ethylhexanoate C(C)C(C(=O)[O-])CCCC.[Fe+2].C(C)C(C(=O)[O-])CCCC